8-(4-(difluoromethoxy)phenyl)-2-ethoxy-6-(4-methoxyphenyl)pyrido[3,4-b]pyrazin-7(6H)-one FC(OC1=CC=C(C=C1)C=1C(N(C=C2N=CC(=NC21)OCC)C2=CC=C(C=C2)OC)=O)F